NC=1C(=NC2=CC=C(C=C2C1NCC1=C(C=C(C=C1)OC)OC)Br)Cl 3-amino-6-bromo-2-chloro-4-(2,4-dimethoxybenzyl)aminoquinoline